[Co](Cl)Cl.C(C)(C)C1=C(C(=CC(=C1)C(C)C)C(C)C)C1=NC2=C3N=CC=CC3=CC=C2C=C1 2,4,6-triisopropylphenyl-1,10-phenanthroline cobalt dichloride